((2-(cyclopropylmethyl)-1,2,3,4-tetrahydroisoquinolin-7-yl)(isopropyl)amino)-1-methylpyridin C1(CC1)CN1CC2=CC(=CC=C2CC1)N(C(C)C)C1N(C=CC=C1)C